5-methyl-1-(1H-pyrazol-4-yl)-4,6,7,8-tetrahydro-3H-9-oxa-2-thia-4-azabenzo[cd]azulen-3-one CC=1NC(C=2SC(=C3OCCCC1C23)C=2C=NNC2)=O